6-chloro-3-(((1R)-1-(2-cyano-7-methyl-3-(3-(1-methyl-1H-pyrazol-4-yl)-8-azabicyclo[3.2.1]octan-8-yl)quinoxalin-5-yl)ethyl)amino)picolinic acid ClC1=CC=C(C(=N1)C(=O)O)N[C@H](C)C1=C2N=C(C(=NC2=CC(=C1)C)C#N)N1C2CC(CC1CC2)C=2C=NN(C2)C